3-bromo-6-(tetrahydro-2H-pyran-4-yl)pyrazolo[1,5-a]pyridine BrC=1C=NN2C1C=CC(=C2)C2CCOCC2